C1(=CC=CC=C1)N1N=C(OC1)C1=CC=C(C=C1)C1=CC=2NC3=CC=CC=C3C2C=C1 2-[4-(4-phenyl-1,3,4-oxadiazol-2-yl)phenyl]-9H-carbazole